C1(CC1)NC1=NC=C(C(=O)N)C(=C1)N[C@H]1C[C@H]([C@@H](CC1)C)O 6-(cyclopropylamino)-4-(((1R,3R,4R)-3-hydroxy-4-methylcyclohexyl)amino)nicotinamide